1-(trans-3-(pyrimidin-4-ylamino)-4-(4-(trifluoromethyl)benzyloxy)pyrrolidin-1-yl)prop-2-en-1-one N1=CN=C(C=C1)N[C@@H]1CN(C[C@H]1OCC1=CC=C(C=C1)C(F)(F)F)C(C=C)=O